6-bromo-N-(5-morpholinyl-2-(piperidin-1-yl)phenyl)pyridineamide BrC1=CC=CC(=N1)C(=O)NC1=C(C=CC(=C1)N1CCOCC1)N1CCCCC1